ClC1=C(C=CC=C1C1=C(C(=NC=C1)C=1C=C2CCCC(C2=CC1)NC[C@H]1NC(CC1)=O)Cl)C1=CC=C(C(=N1)OC)CNC[C@@H]1CCC(N1)=O (5S)-5-[[[6-[2-chloro-3-[3-chloro-2-[1-[[(2S)-5-oxopyrrolidin-2-yl]methylamino]tetralin-6-yl]-4-pyridyl]phenyl]-2-methoxy-3-pyridyl]methylamino]methyl]pyrrolidin-2-one